O=C1OC2(CCCC2)OC(C1=IC=1C=C(C=CC1)C1=NN(C=C1C(=O)OCC)C)=O Ethyl 3-(3-((7,9-dioxo-6,10-dioxaspiro[4.5]decan-8-ylidene)-λ3-iodanyl)phenyl)-1-methyl-1H-pyrazole-4-carboxylate